N1CCC(CC1)C1=CC=C(C(=O)O)C=C1 4-(piperidin-4-yl)benzoic acid